Methoxysarin COCP(OC(C)C)(F)=O